CCCC(CCC)C=1N=C2C(=C(CC=3C=CC=NC23)N)N1 2-heptan-4-yl-imidazoquinolin-4-amine